FC1=CC=C(C=C1)CN1C(C(=C(C2=CC(=CN=C12)C1=CC=C(C=C1)OC)C)C(=O)NC1CCC(CC1)C)=O (4-fluorophenylmethyl)-6-(4-methoxyphenyl)-4-methyl-N-(4-methylcyclohexyl)-2-oxo-1,2-dihydro-1,8-naphthyridine-3-carboxamide